phthalic acid mono(2-methacryloxyethyl) ester C(C(=C)C)(=O)OCCOC(C=1C(C(=O)O)=CC=CC1)=O